2-fluoro-N-(6-(4-fluoro-2-methylphenyl)imidazo[1,2-a]pyridin-2-yl)cyclopropane-1-carboxamide FC1C(C1)C(=O)NC=1N=C2N(C=C(C=C2)C2=C(C=C(C=C2)F)C)C1